C[Si](OC1=CCCC1)(C)C (trimethylsiloxy)cyclopentene